C(C)(C)(C)OC(=O)NC1=CC=C(C=C1)C=1SC=C(N1)C(=O)NC(C(=O)N[C@@H](C)C(=O)OC)=C methyl (2-(2-(4-((tert-butoxycarbonyl)amino)phenyl)thiazole-4-carboxamido)acryloyl)-L-alaninate